ethyl 4-amino-2-methanesulfonyl-1,3-thiazole-5-carboxylate NC=1N=C(SC1C(=O)OCC)S(=O)(=O)C